4-(4-fluorophenyl)-6-(3-hydroxy-phenyl)-2-methoxypyridine-3-carbonitrile FC1=CC=C(C=C1)C1=C(C(=NC(=C1)C1=CC(=CC=C1)O)OC)C#N